C(#C)C1=NC=CC(=N1)NC(=O)N[C@@H](CO)C1=CC=C(C=C1)C1=NC(=CC=C1)N1CCCC1 (R)-1-(2-ethynylpyrimidin-4-yl)-3-(2-hydroxy-1-(4-(6-(pyrrolidin-1-yl)pyridin-2-yl)-phenyl)ethyl)urea